2-Fluoro-4'-methoxy-1,1'-biphenyl FC1=C(C=CC=C1)C1=CC=C(C=C1)OC